ClC1=CC(=C(C=C1)CN1C(C2=CC(=CC(=C2[C@]1(O[C@H]1COCC1)C1=CC=C(C=C1)Cl)F)C(CN1CCN(CC1)C)(C)O)=O)S(=O)(=O)C (3R)-2-[(4-chloro-2-methanesulfonylphenyl)methyl]-3-(4-chlorophenyl)-4-fluoro-6-[2-hydroxy-1-(4-methylpiperazin-1-yl)propan-2-yl]-3-[(3R)-oxolane-3-yloxy]-2,3-dihydro-1H-isoindol-1-one